C(C)C1=C(C=C(C(=O)O)C=C1)S(NC1=C(C=CC(=C1)C(F)(F)F)C=1SC=CC1)(=O)=O 4-ethyl-3-(N-(2-(thiophen-2-yl)-5-(trifluoromethyl)phenyl)sulfamoyl)benzoic Acid